BrC=1C=C2C(=CN(C2=CC1)C)C(C(=O)NC1C(N(CC1)C1=C(C=C(C=C1)C)Cl)=O)=O 2-(5-bromo-1-methyl-1H-indol-3-yl)-N-(1-(2-chloro-4-methylphenyl)-2-oxopyrrolidin-3-yl)-2-oxoacetamide